2-(p-toluylamino)pent-4-enoic acid ethyl ester C(C)OC(C(CC=C)NC1=CC=C(C=C1)C)=O